F[B-](F)(F)F.S(=O)(=O)(O)C(CCCCCCC)C=1NC=C(N1)C=C 1-sulfooctyl-4-vinylimidazole tetrafluoroborate